5-(chloromethyl)-1-(4-methoxybenzyl)-3-(2-methoxyphenyl)-1H-1,2,4-triazole ClCC1=NC(=NN1CC1=CC=C(C=C1)OC)C1=C(C=CC=C1)OC